C(C(=C)C)(=O)OC1=C(C=CC=C1)CCC (methacryloyloxyphenyl)propane